C1=CC=CC=2C3=CC=CC=C3N(C12)C1=CC=C(C=C1)C=1C(=CC=CC1)N 4'-(carbazol-9-yl)biphenylamine